(2R,3R,3aS,6S,6aR)-6-((2-amino-3-chloroquinolin-7-yl)oxy)-2-(4-methyl-7H-pyrrolo[2,3-d]pyrimidin-7-yl)hexahydro-2H-cyclopenta[b]furan-3,3a-diol NC1=NC2=CC(=CC=C2C=C1Cl)O[C@H]1CC[C@]2([C@@H]1O[C@H]([C@@H]2O)N2C=CC1=C2N=CN=C1C)O